BrC1=C(C=C2C(=NC(=NC2=C1OC1CCC1)OC1CCN(CC1)C)N1CCN(CC1)C(=O)OC(C)(C)C)Cl tert-butyl 4-(7-bromo-6-chloro-8-cyclobutoxy-2-((1-methylpiperidin-4-yl)oxy)quinazolin-4-yl)piperazin-1-carboxylate